2-bromo-6-((tert-butyldimethylsilyloxy)methyl)pyridine BrC1=NC(=CC=C1)CO[Si](C)(C)C(C)(C)C